C(C)(C)(C)C1(C(C=CC=C1)C=CC1=CC=C(C=C1)C1=CC=CC=C1)C(C)(C)C 4'-(2,2-di-tert-butylphenylvinyl)biphenyl